C[C@H]1[C@](CC=C2CCCC([C@H]12)(C)C)(C)C(C)=O |r| (±)-1-[(1R*,2R*,8aS*)-1,2,3,5,6,7,8,8a-Octahydro-1,2,8,8-tetramethylnaphthalen-2-yl]ethan-1-one